(2-methyl-5-trifluoromethyl-4-(3-trimethylsilyl-propoxy)-phenyl)-N-ethyl-N-methyl-formamidine CC1=C(C=C(C(=C1)OCCC[Si](C)(C)C)C(F)(F)F)C(=N)N(C)CC